NC1=C(C(=O)O)C=CC(=C1O)Cl 2-AMINO-4-CHLORO-3-HYDROXYBENZOIC ACID